ClC1=CC=C(C[C@H]2CO[C@H](CN2C2CCC(CC2)C2=NN(C(=C2)C)C)CS(=O)(=O)C)C=C1 (2R,5S)-5-(4-Chlorobenzyl)-4-((1r,4S)-4-(1,5-dimethyl-1H-pyrazol-3-yl)cyclohexyl)-2-((methylsulfonyl)methyl)morpholin